ClC1=C(C=C2C=C(N=CC2=C1)NC(=O)[C@H]1CC12CCOCC2)[C@H](COC)C (1S)-N-(7-chloro-6-((R)-1-methoxypropan-2-yl)isoquinolin-3-yl)-6-oxaspiro[2.5]octane-1-carboxamide